C(C)(C)(C)OC(C(CBr)Br)=O 2,3-dibromopropionic acid tertButyl ester